ClC1=CC=C(C=C1)[C@@]1(N(C(C2=CC(=CC(=C12)F)C(=O)C=1C=NN(C1)C)=O)CC1=NC=C(C=C1)Cl)OC[C@@H](C)O (R)-3-(4-chlorophenyl)-2-((5-chloropyridin-2-yl)methyl)-4-fluoro-3-((R)-2-hydroxypropoxy)-6-(1-methyl-1H-pyrazole-4-carbonyl)isoindolin-1-one